2,2'-diethylbiphenyl C(C)C1=C(C=CC=C1)C1=C(C=CC=C1)CC